N1(CCN(CCNCC1)CC=1C(=C(C(=O)NC(CO)O)C=C(C1)C)O)CC=1C(=C(C(=O)NC(CO)O)C=C(C1)C)O 3'-[1,4,7-triazacyclononane-1,4-diylbis(methylene)]bis[N-(1,2-dihydroxyethyl)-2-hydroxy-5-methylbenzamide]